OC1=CC=C(C=C1)C(C(=O)O)C p-hydroxyphenyl-propionic acid